glycerylcaprat C(C(O)CO)OC(=O)CCCCCCCCC